(S)-10-((2-(4-(1,3-dioxolan-2-yl)piperidin-1-yl)-5-fluoropyrimidin-4-yl)amino)-2-cyclopropyl-3,3-difluoro-7-methyl-1,2,3,4-tetrahydro-[1,4]oxazepino[2,3-c]quinolin-6(7H)-one O1C(OCC1)C1CCN(CC1)C1=NC=C(C(=N1)NC1=CC=2C3=C(C(N(C2C=C1)C)=O)OCC([C@@H](N3)C3CC3)(F)F)F